2-((3-((trans-4-hydroxytetrahydrofuran-3-yl)oxy)-1-(methyl-d3)-1H-pyrazol-4-yl)amino)-7-((S)-1-methoxypropane-2-yl)-7H-pyrrolo[2,3-d]pyrimidine-6-carbonitrile O[C@H]1[C@@H](COC1)OC1=NN(C=C1NC=1N=CC2=C(N1)N(C(=C2)C#N)[C@H](COC)C)C([2H])([2H])[2H]